5-((3-Methoxy-4-(4-(trifluoromethyl)piperidin-1-yl)phenyl)amino)-2-methylisoindolin-1-one COC=1C=C(C=CC1N1CCC(CC1)C(F)(F)F)NC=1C=C2CN(C(C2=CC1)=O)C